[C@H]12CC(C[C@H](CC1)N2)N(C2=CC=C(N=N2)C2=CC1=C(N(C(O1)=O)C)C=C2O)C 6-(6-(((1R,3S,5S)-8-azabicyclo[3.2.1]octan-3-yl)(methyl)amino)pyridazin-3-yl)-5-hydroxy-3-methylbenzo[d]oxazol-2(3H)-one